benzyl ((S)-((1s,4R)-4-fluorocyclohexyl)(5-((S)-2-methoxy-1-((S)-2-oxo-4-(trifluoromethyl)imidazolidin-1-yl)ethyl)benzo[d]oxazol-2-yl)methyl)carbamate FC1CCC(CC1)[C@@H](C=1OC2=C(N1)C=C(C=C2)[C@@H](COC)N2C(N[C@@H](C2)C(F)(F)F)=O)NC(OCC2=CC=CC=C2)=O